Dimethylhafnium [2',2'''-(pyridine-2,6-diyl)bis(3-((3r,5r,7r)-adamantan-1-yl)-5-(tert-butyl)-4'-isopropyl-[1,1'-biphenyl]-2-olate)] N1=C(C=CC=C1C1=C(C=CC(=C1)C(C)C)C=1C(=C(C=C(C1)C(C)(C)C)C12CC3CC(CC(C1)C3)C2)[O-])C2=C(C=CC(=C2)C(C)C)C=2C(=C(C=C(C2)C(C)(C)C)C23CC1CC(CC(C2)C1)C3)[O-].C[Hf+2]C